NC(C(C=1SC=C(C1)C#N)NC(OC(C)(C)C)=O)=O tert-butyl (2-amino-1-(4-cyanothiophen-2-yl)-2-oxoethyl)carbamate